S1C=C(C=C1)C1(CC1)C#N 1-(thien-3-yl)cyclopropane-1-carbonitrile